C(CCCCCCCCCCCCCCC)N[C@@H](CO)[C@H](O)CCCCCCCCCCCCCCC N-palmityl-sphinganine